CN(CC=O)C(C)C 2-[methyl(propan-2-yl)amino]ethan-1-one